(E)-3-(4-ethoxyphenyl)-propenyl bromide C(C)OC1=CC=C(C=C1)C/C=C/Br